iminocarbon N=[C]